t-butyl (2-ethylhexyl) monoperoxycarbonate C(OC(C)(C)C)(=O)OOCC(CCCC)CC